3-hydroxypyridine-4(1H)-one OC1=CNC=CC1=O